ClC1=CC(=C(C=C1)C1(OC2=C(O1)C=CC=C2C2CCN(CC2)CC2=NC=1C(=NC(=CC1)C(=O)O)N2CC2=CN=CO2)C)F 2-({4-[2-(4-chloro-2-fluorophenyl)-2-methyl-1,3-benzodioxol-4-yl]piperidin-1-yl}methyl)-3-(1,3-oxazol-5-ylmethyl)-3H-imidazo[4,5-b]pyridine-5-carboxylic acid